3-((3-chlorophenyl)ethynyl)-1H-pyrrole-2,4-dicarboxylic acid diethyl ester C(C)OC(=O)C=1NC=C(C1C#CC1=CC(=CC=C1)Cl)C(=O)OCC